N-ethyl-1-[[5-[5-(trifluoromethyl)-1,2,4-oxadiazol-3-yl]-2-thienyl]methyl]pyrazole-4-carboxamide C(C)NC(=O)C=1C=NN(C1)CC=1SC(=CC1)C1=NOC(=N1)C(F)(F)F